N-(1-hydroxy-3-morpholinopropan-2-yl)-2-methyl-5-((2-methylthiazol-5-yl)methoxy)benzofuran OCC(CN1CCOCC1)N1C(SC(=C1)COC=1C=CC2=C(C=C(O2)C)C1)C